2-(methyl-(1-methylazetidine-3-yl)amino)ethanol CN(CCO)C1CN(C1)C